C(C1=CC=CC=C1)OC=1C=C2CCC(=C(C2=CC1)C1=CC=C(C=C1)N1CCC(CC1)C(OC)OC)C=1CCOCC1 1-[4-[6-benzyloxy-2-(3,6-dihydro-2H-pyran-4-yl)-3,4-dihydronaphthalen-1-yl]phenyl]-4-(dimethoxymethyl)piperidine